5-(4-((7-cyano-8-methyl-6-oxo-5,6-dihydro-1,5-naphthyridin-3-yl)methyl)piperazin-1-yl)-N-methylpyridineamide C(#N)C=1C(NC=2C=C(C=NC2C1C)CN1CCN(CC1)C=1C=CC(=NC1)C(=O)NC)=O